CC1=CC=C(C=C1)S(=O)(=O)O.C(C(O)C)(=O)O lactic acid, p-toluenesulfonic acid salt